(3-(5-((3-(3-chloro-4-methylphenyl)ureido)methyl)-1-oxoisoindolin-2-yl)-2,6-dioxopiperidin-1-yl)methyl (4-nitrophenyl) carbonate C(OCN1C(C(CCC1=O)N1C(C2=CC=C(C=C2C1)CNC(=O)NC1=CC(=C(C=C1)C)Cl)=O)=O)(OC1=CC=C(C=C1)[N+](=O)[O-])=O